sodium (2R,3R,4R,5S)-6-(5-((1R,4S)-4-(3,4-dimethoxyphenyl)hexahydrofuro[3,4-c]furan-1-yl)-2-methoxyphenoxy)-3,4,5-trihydroxytetrahydro-2H-pyran-2-carboxylate COC=1C=C(C=CC1OC)[C@@H]1C2C(CO1)[C@@H](OC2)C=2C=CC(=C(OC1[C@H]([C@@H]([C@H]([C@@H](O1)C(=O)[O-])O)O)O)C2)OC.[Na+]